N-[3-(5-chloro-1,3-benzoxazol-2-yl)-3-azaspiro[5.5]undecan-9-yl]-2-methoxy-pyridine-4-carboxamide ClC=1C=CC2=C(N=C(O2)N2CCC3(CC2)CCC(CC3)NC(=O)C3=CC(=NC=C3)OC)C1